N-(3-(6-amino-5-(2-(N-methylpropynylamino)ethoxy)pyrimidin-4-yl)-5-fluoro-2-methylphenyl)-4-fluoro-2-methylbenzamide NC1=C(C(=NC=N1)C=1C(=C(C=C(C1)F)NC(C1=C(C=C(C=C1)F)C)=O)C)OCCN(C)C#CC